(1,1,1-trifluoro-2-propyl)-2-ethylpiperidinyl-dimethoxysilane FC(C(C)[Si](OC)(OC)N1C(CCCC1)CC)(F)F